1,3,5-tris(4-pyridylquinolin-2-yl)benzene N1=CC=C(C=C1)C=1C(=NC2=CC=CC=C2C1)C1=CC(=CC(=C1)C1=NC2=CC=CC=C2C=C1C1=CC=NC=C1)C1=NC2=CC=CC=C2C=C1C1=CC=NC=C1